(3aR,5r,6aS)-5-(4-methylpiperidin-1-yl)octahydrocyclopenta[c]pyrrole bisHCl salt Cl.Cl.CC1CCN(CC1)C1C[C@@H]2[C@@H](CNC2)C1